CC1(CC(NCC1)C(=O)O)C 4,4-Dimethylpiperidine-2-carboxylic acid